ClC1=C(C=CC(=C1)C1=NOC(=N1)C(F)(F)F)CN1N=C(N=C1)C(=O)OC methyl 1-[[2-chloro-4-[5-(trifluoromethyl)-1,2,4-oxadiazol-3-yl]phenyl]methyl]-1,2,4-triazole-3-carboxylate